3,8-di(methoxyphenyl)-1,10-phenanthroline COC1=C(C=CC=C1)C=1C=NC2=C3N=CC(=CC3=CC=C2C1)C1=C(C=CC=C1)OC